BrC1=C(C(=C(C=C1)C=1C=NN(C1C)CCOC(F)F)F)C 4-(4-bromo-2-fluoro-3-methyl-phenyl)-1-[2-(difluoromethoxy)ethyl]-5-methyl-pyrazole